8-(2-fluorobenzyl)imidazo[1,5-a]Pyrimidine-6-carbonitrile FC1=C(CC=2N=C(N3C2N=CC=C3)C#N)C=CC=C1